C(C)O[Si](CCCNC(=O)N)(OCC)OCC N-(3-triethoxysilylpropyl)-urea